C(C1=CC=CC=C1)N(C1=CC(OC1)=O)CC1CC1 4-[(Benzyl)-(cyclopropylmethyl)-amino]-furan-2(5H)-one